NC=1C=C(C(=O)NC2=C(C=C(C=C2)F)CC(=O)OC(C)(C)C)C=CC1N1CC(CCC1)C tert-butyl 2-(2-(3-amino-4-(3-methylpiperidin-1-yl)benzamido)-5-fluorophenyl)acetate